ClC1=CC=C(C=C1)NC([C@H](CC(F)(F)F)C1CC2(CN(C2)C2=NOC(=C2C(F)(F)F)C)C1)=O |o1:9| (R or S)-N-(4-chlorophenyl)-4,4,4-trifluoro-2-(2-(5-methyl-4-(trifluoromethyl)isoxazol-3-yl)-2-azaspiro[3.3]heptan-6-yl)butanamide